tert-Butyl 3-(4-(4-(3-ethoxy-3-oxopropanoyl)cyclohexyl)-1H-pyrazol-1-yl)-2,2-dimethylpropanoate C(C)OC(CC(=O)C1CCC(CC1)C=1C=NN(C1)CC(C(=O)OC(C)(C)C)(C)C)=O